1-((4-methyl-1-((2-(trimethylsilyl)ethoxy)methyl)-1H-imidazol-4-yl)methyl)-7-(trifluoromethyl)quinazoline-2,4(1H,3H)-dione CC1(N=CN(C1)COCC[Si](C)(C)C)CN1C(NC(C2=CC=C(C=C12)C(F)(F)F)=O)=O